ClC1=NN=C(C2=CC(=C(C=C12)NC)C(=O)N1CCOCC1)C (1-chloro-4-methyl-7-(methylamino)phthalazin-6-yl)(morpholino)methanone